sodium sulfobromophthalate S(=O)(=O)(O)C=1C(=C(C(C(=O)[O-])=CC1)C(=O)[O-])Br.[Na+].[Na+]